4-ethynyl-1-(oxetan-3-yl)-1H-pyrazole C(#C)C=1C=NN(C1)C1COC1